FC(C1=CC(=C(C(=C1)C(C)C)CC(=O)N)C(C)C)F 2-(4-(difluoromethyl)-2,6-diisopropylphenyl)acetamide